C1(CC1)C=1N=NN(C1)[C@H](C(=O)N1[C@@H](C[C@H](C1)O)C(=O)N[C@H]1CN(CC1)C=1N(C(N(C(C1)=O)C)=O)C)C(C)(C)C (2S,4R)-1-[(2S)-2-(4-cyclopropyl-triazol-1-yl)-3,3-dimethyl-butyryl]-N-[(3R)-1-(1,3-dimethyl-2,6-dioxo-pyrimidin-4-yl)pyrrolidin-3-yl]-4-hydroxy-pyrrolidine-2-carboxamide